ethyl 4-(5-(4-hydroxybutyl)-6-methoxybenzo[b]selenophen-2-yl)-4-oxobutanoate OCCCCC1=CC2=C([Se]C(=C2)C(CCC(=O)OCC)=O)C=C1OC